2-(1H-indol-3-yl)-N-(3-methoxybenzyl)-N-methylethan-1-amine N1C=C(C2=CC=CC=C12)CCN(C)CC1=CC(=CC=C1)OC